[(2-Methoxyphenyl)methyl]hydrazine hydrochloride Cl.COC1=C(C=CC=C1)CNN